3,4-dibutoxypyrrole C(CCC)OC1=CNC=C1OCCCC